[3-(4-methoxyphenoxy)propyl]-N,6-dimethyl-4-[(1-methylcyclopropyl)amino]furo[2,3-d]pyrimidine-5-carboxamide COC1=CC=C(OCCCC=2N=C(C3=C(N2)OC(=C3C(=O)NC)C)NC3(CC3)C)C=C1